tert-butyl 3-{4-[(5-amino-2-fluorophenyl)amino]-2-[(1-methyl-1H-pyrazol-4-yl)amino]pyrimidin-5-yl}pyrrolidine-1-carboxylate NC=1C=CC(=C(C1)NC1=NC(=NC=C1C1CN(CC1)C(=O)OC(C)(C)C)NC=1C=NN(C1)C)F